tert-butyl (E)-2-(4-(3-(6-ethoxybenzofuran-2-yl)-3-oxoprop-1-en-1-yl)-2,6-dimethylphenoxy)-2-methylpropanoate C(C)OC1=CC2=C(C=C(O2)C(/C=C/C2=CC(=C(OC(C(=O)OC(C)(C)C)(C)C)C(=C2)C)C)=O)C=C1